bis(dibenzofuranylphenyl)(diphenylfluorenyl)amine C1(=CC=CC=2OC3=C(C21)C=CC=C3)C3=C(C=CC=C3)N(C3=C(C(=CC=2C1=CC=CC=C1CC32)C3=CC=CC=C3)C3=CC=CC=C3)C3=C(C=CC=C3)C3=CC=CC=2OC1=C(C23)C=CC=C1